C(C)(C)C1=CC=C(OCCCCCC(C)=O)C=C1 7-(4-isopropylphenoxy)heptane-2-one